CC1(O[C@]2([C@@H](O1)C[C@]13[C@H](CC[C@H]1C([C@H]2C3)(C)C)C)C)C (3aS,4aR,5S,7aS,9R,9aR)-2,2,5,8,8,9a-Hexamethyloctahydro-4H-4a,9-methano-azuleno[5,6-d][1,3]dioxol